6-((1-(4-(difluoromethyl)phenyl)-4-methyl-1H-1,2,3-triazol-5-yl)methoxy)pyridine FC(C1=CC=C(C=C1)N1N=NC(=C1COC1=CC=CC=N1)C)F